C(C)(C)(C)OC(CNC(=O)C1=NC(=NC(=C1C1=C(C(=CC=C1)Cl)Cl)C)N1CCC(CC1)(C)NC(=O)OC(C)(C)C)=O (2-(4-((Tert-Butoxycarbonyl)amino)-4-methylpiperidin-1-yl)-5-(2,3-dichlorophenyl)-6-methylpyrimidine-4-carbonyl)glycine tert-butyl ester